C(#N)C1(CCC1)NC(=O)[C@@H]1CN(CC[C@H]1NC(=O)C1=NOC(=C1)C1=C(C=C(C=C1)F)F)C1CCCC1 |o1:9,14| (3R*,4R*)-1-Cyclopentyl-4-{[5-(2,4-difluoro-phenyl)-isoxazole-3-carbonyl]-amino}-piperidine-3-carboxylic acid (1-cyano-cyclobutyl)-amide